1-(3-methoxy-4-phenoxyphenyl)-3-(4-methoxyphenyl)-1,3,5-triazinane-2,4,6-trione COC=1C=C(C=CC1OC1=CC=CC=C1)N1C(N(C(NC1=O)=O)C1=CC=C(C=C1)OC)=O